C(C(=C)C)(=O)OCCC[Si](OCC)(OCC)OCC γ-methacryloxypropyltriethoxySilane